FC1=CC=C(CNC(=O)C2=NN(C(C=C2C)=O)C2=CC(=C(C=C2)OC2=CC=NC3=CC(=C(C=C23)OC)OCCCN2CCOCC2)F)C=C1 N-(4-fluorobenzyl)-1-{3-fluoro-4-[6-methoxy-7-(3-morpholinopropoxy)quinolin-4-yloxy]phenyl}-4-methyl-6-oxo-1,6-dihydropyridazine-3-carboxamide